4-(benzyloxy)-3-(1,3-dithiolan-2-yl)-5-fluorobenzoic acid C(C1=CC=CC=C1)OC1=C(C=C(C(=O)O)C=C1F)C1SCCS1